NCCOCCCC1=C2CN(C(C2=CC=C1)=O)C1C(NC(CC1)=O)=O 3-(4-(3-(2-aminoethoxy)propyl)-1-oxoisoindolin-2-yl)piperidine-2,6-dione